(1-(fluoromethyl)cyclopropyl)methanol FCC1(CC1)CO